BrC1=CC=CC(=N1)C1(CC1)C(=O)OC methyl 1-(6-bromopyridin-2-yl)-cyclopropanecarboxylate